Cl.CN1CC(C1)NC(=O)N1CCNCC1 N-(1-methylazetidin-3-yl)piperazine-1-carboxamide hydrochloride